N-(3-(1H-imidazol-1-yl)propyl)-1H-benzo[d]imidazole-2-carboxamide N1(C=NC=C1)CCCNC(=O)C1=NC2=C(N1)C=CC=C2